2-fluoro-5-((3-fluoro-5-nitropyridin-2-yl)oxy)benzonitrile FC1=C(C#N)C=C(C=C1)OC1=NC=C(C=C1F)[N+](=O)[O-]